CN1CCC(CC1)C=1C=CC=NC1 5-(1-Methylpiperidin-4-yl)pyridin